C(#N)C1=C2C=CC=NC2=C2N=CC=CC2=C1C#N 5,6-dicyano-1,10-phenanthroline